O=C1C=2C(=C3N(C2CCC1)CCC3)NC(=O)NS(=O)(=O)C=3C=NN1C3OCCC1 N-((8-oxo-2,3,5,6,7,8-hexahydro-1H-pyrrolo[1,2-a]indol-9-yl)carbamoyl)-6,7-dihydro-5H-pyrazolo[5,1-b][1,3]oxazine-3-sulfonamide